N1(CCC1)C(=O)C=1N=C2N(N1)C(CC2)C2=CC=CC=C2 Azetidin-1-yl-(5-phenyl-6,7-dihydro-5H-pyrrolo[1,2-b][1,2,4]triazol-2-yl)methanon